rac-6-Fluoro-2-[(4-methoxyphenyl)methyl]-1'-methyl-spiro[isoindoline-3,3'-pyrrolidine]-1,2'-dione FC1=CC=C2C(=C1)C(N([C@@]21C(N(CC1)C)=O)CC1=CC=C(C=C1)OC)=O |r|